bis(2-hydroxyethyl)-amino-tris(hydroxymethyl)methane OCCN(C(CO)(CO)CO)CCO